C(C1=CC=CC=C1)OC1=NC(=CC=C1C1=CC(=C(C=C1)N1CCC(CC1)(O)CN1CCC2(CC(C2)NC(OCC2=CC=CC=C2)=O)CC1)F)OCC1=CC=CC=C1 benzyl (7-((1-(4-(2,6-bis(benzyloxy)pyridin-3-yl)-2-fluorophenyl)-4-hydroxypiperidin-4-yl)methyl)-7-azaspiro[3.5]nonan-2-yl)carbamate